5-[2-[4-[2-[4-(4-aminophenyl)-1-hydroxy-cyclohexyl]acetyl]piperazin-1-yl]pyrimidin-5-yl]-3-[3-[[ethyl(methyl)sulfamoyl]amino]-2,6-difluoro-benzoyl]-1H-pyrrolo[2,3-b]pyridine NC1=CC=C(C=C1)C1CCC(CC1)(O)CC(=O)N1CCN(CC1)C1=NC=C(C=N1)C=1C=C2C(=NC1)NC=C2C(C2=C(C(=CC=C2F)NS(N(C)CC)(=O)=O)F)=O